BrCC(=O)C1=CC=C(C=C1)O 2-Bromo-1-(4-hydroxyphenyl)ethan-1-one